ClC1=CC=C(C=C1)NC(=O)N1CCC2(CC1)C(NC1=CC=C(C=C12)C(=O)O)=O 1'-((4-chlorophenyl)carbamoyl)-2-oxospiro[indoline-3,4'-piperidine]-5-carboxylic acid